C(C1=CC=CC=C1)N1[C@H]([C@@H](CC1)NC(OC(C)(C)C)=O)C1CC1 tert-butyl (trans-1-benzyl-2-cyclopropylpyrrolidin-3-yl)carbamate